C(C)C=1C(=C(SC1)C(=O)NC(C)C)O ethyl-3-hydroxy-N-isopropylthiophene-2-carboxamide